NCCOCCOCCC(=O)NC1=C2C=NNC2=CC=C1C(=O)NC1=NC=C(C=C1)C 4-(3-(2-(2-Aminoethoxy)ethoxy)propanamido)-N-(5-methylpyridin-2-yl)-1H-indazole-5-carboxamide